(5R)-5-(2-Fluorophenyl)-N-[(7S)-5-methyl-6-oxo-8,9-dihydro-7H-pyrido[3,2-b]azepin-7-yl]-6,7-dihydro-5H-pyrrolo[1,2-b][1,2,4]triazol-2-carboxamid FC1=C(C=CC=C1)[C@H]1CCC=2N1N=C(N2)C(=O)N[C@H]2CCC1=C(N(C2=O)C)C=CC=N1